(6S,7R)-6-(pyridin-3-yl)-4-azaspiro[2.4]heptane-7-carbonitrile N1=CC(=CC=C1)[C@H]1CNC2(CC2)[C@@H]1C#N